4-bromo-5-fluoro-3-methyl-2-(trifluoromethyl)-1H-indole-7-carboxylic acid ethyl ester C(C)OC(=O)C=1C=C(C(=C2C(=C(NC12)C(F)(F)F)C)Br)F